O1CC(C2=C1C=CC=C2)C2=NC1=C(N2)C=CC(=C1)C(=O)O 2-(2,3-dihydrobenzofuran-3-yl)-1H-benzimidazole-5-carboxylic acid